BrC=1C(=CC(=C(C1)CC1(CCC(CC1)NS(=O)(=O)C)C(=O)N)F)F (1r,4r)-1-[(5-bromo-2,4-difluorophenyl)methyl]-4-methanesulfonamidocyclohexane-1-carboxamide